S1C=NC2=C1C=CC(=C2)CN(C(=O)[C@H]2N(CCC2)S(=O)(=O)C2=CC=C(C=C2)OC)[C@H]2C[C@H]1C[C@H]1CC2 (S)-1-(4-Methoxy-benzenesulfonyl)-pyrrolidine-2-carboxylic acid benzothiazol-5-ylmethyl-(1R,3R,6R)-bicyclo[4.1.0]hept-3-yl-amide